(1r,4r)-4-((6-isopropyl-8-(isopropylamino)pyrido[3,4-d]pyrimidin-2-yl)amino)cyclohexan-1-ol C(C)(C)C1=CC2=C(N=C(N=C2)NC2CCC(CC2)O)C(=N1)NC(C)C